(S,R/S)-4-(2-hydroxypropan-2-yl)-N'-((3-methyl-1,2,3,5,6,7-hexahydro-dicyclopenta[b,e]pyridin-8-yl)carbamoyl)thiophene-2-sulfonimidamide OC(C)(C)C=1C=C(SC1)[S@](=O)(N)=NC(NC1=C2C(=NC3=C1CCC3)[C@@H](CC2)C)=O |&1:24|